C(C)(C)(C)C1=CC=C(C=C1)C=1OC=NN1 4-t-butylphenyl-1,3,4-oxadiazole